2-ethoxycarbonyl-3-(2-chloroanilino)quinoxaline C(C)OC(=O)C1=NC2=CC=CC=C2N=C1NC1=C(C=CC=C1)Cl